methyl 3,3-dimethylpentenoate CC(CC(=O)OC)(C=C)C